CC1=C(C=CC(=N1)N[C@@H]1CN(CC12CC2)C(=O)OC(C)(C)C)C=2N=CN(C2)C (S)-tert-butyl 7-((6-methyl-5-(1-methyl-1H-imidazol-4-yl)pyridin-2-yl)amino)-5-azaspiro[2.4]heptane-5-carboxylate